4-[3-(3,5-dimethylphenyl)pyrrolo[2,3-b]pyrazin-5-yl]-2-pyrrolidin-3-yl-benzoic acid CC=1C=C(C=C(C1)C)C1=CN=C2C(=N1)N(C=C2)C2=CC(=C(C(=O)O)C=C2)C2CNCC2